Tert-butyl N-ethyl-carbamate C(C)NC(OC(C)(C)C)=O